2-(2,6-Dioxopiperidin-3-yl)-5-fluoro-6-(2,9-diazaspiro[5.5]undec-2-yl)isoindoline-1,3-dione O=C1NC(CCC1N1C(C2=CC(=C(C=C2C1=O)F)N1CC2(CCC1)CCNCC2)=O)=O